2-[6-amino-5-[(1R,5S)-8-[4-(4-piperidyl)pyrimidin-2-yl]-3,8-diazabicyclo[3.2.1]octan-3-yl]pyridazin-3-yl]-4-fluoro-phenol NC1=C(C=C(N=N1)C1=C(C=CC(=C1)F)O)N1C[C@H]2CC[C@@H](C1)N2C2=NC=CC(=N2)C2CCNCC2